(propan-1-yn-1-yl)-1-(3-(trifluoromethoxy)benzyl)-1H-indazole-7-carboxylic acid methyl ester COC(=O)C=1C=CC=C2C(=NN(C12)CC1=CC(=CC=C1)OC(F)(F)F)C#CC